CC(C(C(NC1=C(C=CC=C1)OC1=CC=CC=C1)=O)NC(=O)C1=CC=CC2=CC=CC=C12)C N-(3-methyl-1-oxo-1-((2-phenoxyphenyl)amino)butan-2-yl)-1-naphthamide